tert-butyl ((1r,4r)-4-((2-(4-(4-((2-((S)-2-cyano-4,4-difluoropyrrolidin-1-yl)-2-oxoethyl)carbamoyl)pyridin-3-yl)phenoxy)ethyl)carbamoyl)cyclohexyl)carbamate C(#N)[C@H]1N(CC(C1)(F)F)C(CNC(=O)C1=C(C=NC=C1)C1=CC=C(OCCNC(=O)C2CCC(CC2)NC(OC(C)(C)C)=O)C=C1)=O